C(C)C=1N=C(NC(C1)=O)C=1C(=C(CC2N(CCC(C2)C(=O)N)C2=NC(=CC=C2)C)C=CC1C(F)(F)F)F [3-(4-ethyl-6-oxo-1,6-dihydropyrimidin-2-yl)-2-fluoro-4-(trifluoromethyl)benzyl]-1-(6-methylpyridin-2-yl)piperidine-4-carboxamide